N[C@H]1CS(C2=C(N(C1=O)CC1=CC=C(C=C1)OC(F)(F)F)C=C(C=C2)C=2OC(=NN2)C2(CCCC2)N)(=O)=O (3R)-3-amino-7-[5-(1-aminocyclopentyl)-1,3,4-oxadiazol-2-yl]-1,1-dioxo-5-[[4-(trifluoromethoxy)phenyl]methyl]-2,3-dihydro-1λ6,5-benzothiazepin-4-one